C1(=CC=CC=C1)C1NC2=CC=CC=C2CN1 2-phenyl-1,2,3,4-tetrahydroquinazoline